FC(CN1C(=NC2=C1C=C(C=C2)C2=CNC=1N=C(N=CC12)NC1CC(C1)(O)C)C)F (1s,3s)-3-((5-(1-(2,2-difluoroethyl)-2-methyl-1H-benzo[d]imidazol-6-yl)-7H-pyrrolo[2,3-d]pyrimidin-2-yl)amino)-1-methylcyclobutan-1-ol